2-((2-((2,2'-dichloro-3'-(6-fluoro-5-(((2-hydroxyethyl)amino)methyl)picolinamido)-[1,1'-biphenyl]-3-yl)carbamoyl)-4,5,6,7-tetrahydropyrazolo[1,5-a]pyridin-4-yl)amino)acetic acid ClC1=C(C=CC=C1NC(=O)C1=NN2C(C(CCC2)NCC(=O)O)=C1)C1=C(C(=CC=C1)NC(C1=NC(=C(C=C1)CNCCO)F)=O)Cl